2-amino-2-(4-(2-(2-aminopyridin-3-yl)-5-phenyl-3H-imidazo[4,5-b]pyridin-3-yl)phenyl)ethan-1-ol NC(CO)C1=CC=C(C=C1)N1C(=NC=2C1=NC(=CC2)C2=CC=CC=C2)C=2C(=NC=CC2)N